tert-butyl (7-(2-chloro-4-nitrophenyl)-7-azaspiro[3.5]nonan-2-yl)carbamate ClC1=C(C=CC(=C1)[N+](=O)[O-])N1CCC2(CC(C2)NC(OC(C)(C)C)=O)CC1